NC1C(NC2=C3C=CC=NC3=C(C=C2C1C1=C2C=NNC2=C(C=C1)F)O[C@H](C)CC)=O 3-amino-6-[(2R)-butan-2-yl]oxy-4-(7-fluoro-1H-indazol-4-yl)-3,4-dihydro-1H-1,7-phenanthrolin-2-one